1-hexadecanoyl-2-(9Z-nonadecenoyl)-glycero-3-phosphoserine CCCCCCCCCCCCCCCC(=O)OC[C@H](COP(=O)(O)OC[C@@H](C(=O)O)N)OC(=O)CCCCCCC/C=C\CCCCCCCCC